10-oxohenicosa-5,15-dien-11-yl (5Z)-undec-5-enoate C(CCC\C=C/CCCCC)(=O)OC(C(CCCC=CCCCC)=O)CCCC=CCCCCC